C(C(CO)O)O 1,2,3-Propanetriol